F[C@@H]1CN(CC[C@@H]1NC1=C2C=C(N(C2=CC=C1)CC(F)(F)F)C#CCNC1=C(C=C(C=C1)S(=O)(=O)C)OC)C[C@H](COC)O (R)-1-((3R,4S)-3-fluoro-4-((2-(3-((2-methoxy-4-(methylsulfonyl)phenyl)amino)prop-1-yn-1-yl)-1-(2,2,2-trifluoroethyl)-1H-indol-4-yl)amino)piperidin-1-yl)-3-methoxypropan-2-ol